methyl (2E)-3-[(7S)-7-({[2-chloro-4-(4H-1,2,4-triazol-4-yl)phenyl]carbonyl}amino)-2-methyl-7-phenyl-6,7,8,9-tetrahydropyrido[1,2-a]indol-10-yl]prop-2-enoate ClC1=C(C=CC(=C1)N1C=NN=C1)C(=O)N[C@@]1(CCC=2N(C3=CC=C(C=C3C2/C=C/C(=O)OC)C)C1)C1=CC=CC=C1